(2-bromo-4,6-dimethoxyphenyl)-2,2,2-trifluoroacetamide BrC1=C(C(=CC(=C1)OC)OC)NC(C(F)(F)F)=O